C(C)(C)N1N=CC=2C1=NC(=CC2N2[C@@H]([C@H](C2)CS(=O)(=O)C)C)N2N=CC=1C(=NC(=CC12)C=1C=NC=CC1OC)C 1-(1-Isopropyl-4-((2R,3S)-2-methyl-3-((methylsulfonyl)methyl)azetidin-1-yl)-1H-pyrazolo[3,4-b]pyridin-6-yl)-6-(4-methoxypyridin-3-yl)-4-methyl-1H-pyrazolo[4,3-c]pyridine